ClC=1C(=NC(=NC1)N1CCC(CC1)OC(NCC1=CC=C(C=C1)\C(=C\C(NOC1OCCCC1)=O)\C(C)(C)C)=O)C1=CC(=C(C=C1)C#N)F (E)-(1-(5-chloro-4-(4-cyano-3-fluorophenyl)pyrimidin-2-yl)piperidin-4-yl)(4-(3-oxo-tert-butyl 3-(((tetrahydro-2H-pyran-2-yl)oxy)amino)prop-1-en-1-yl)benzyl)carbamate